3-bromo-N-methoxy-N,2-dimethyl-Benzyl-benzamide BrC=1C(=C(CC2=C(C(=O)N(C)OC)C=CC=C2)C=CC1)C